4-(3,5-dichloro-2-hydroxybenzylamino)-3-hydroxybenzoic acid ClC=1C(=C(CNC2=C(C=C(C(=O)O)C=C2)O)C=C(C1)Cl)O